FC(OC1CC(C1)NC(=O)NCC1=CC(=NC=C1)OC(F)F)F 1-[(1s,3s)-3-(difluoro-methoxy)cyclobutyl]-3-[[2-(difluoro-methoxy)pyridin-4-yl]methyl]urea